N-((1r,4r)-4-acetamidocyclohexyl)-6-(4-carbamoylphenyl)-4-(isopropylamino)pyrrolo[1,2-b]pyridazine-3-carboxamide C(C)(=O)NC1CCC(CC1)NC(=O)C1=C(C=2N(N=C1)C=C(C2)C2=CC=C(C=C2)C(N)=O)NC(C)C